CC(C)(C)OC(=O)N1CC(=CC1)C1=NC=C(N=C1)C(=O)OC 3-[5-(methoxycarbonyl)pyrazin-2-yl]-2,5-dihydro-1H-pyrrole-1-carboxylic acid 2-methylpropan-2-yl ester